(1S,9S)-9-ethyl-5-fluoro-9-hydroxy-1-(3-hydroxypropyl)-4-methyl-1,2,3,9,12,15-hexahydro-10H,13H-benzo[de]pyrano[3',4':6,7]indolizino[1,2-b]quinoline-10,13-dione C(C)[C@]1(C(OCC=2C(N3CC=4C(=NC=5C=C(C(=C6C5C4[C@@H](CC6)CCCO)C)F)C3=CC21)=O)=O)O